C1(CCC1)[C@H]1[C@@H](N=C(CCC1)C1=CN=C2C(=N1)N(C(=C2)C2(CC2)C(F)(F)F)C)CO [(2R,3S)-3-Cyclobutyl-7-[5-methyl-6-[1-(trifluoromethyl)cyclopropyl]pyrrolo[2,3-b]pyrazin-3-yl]-3,4,5,6-tetrahydro-2H-azepin-2-yl]methanol